NS1C=CC2=C1N=C(N2)COCC 4-amino-2-(ethoxymethyl)-1H-imidazolo[4,5-d]thiophene